ethyl-4-fluoroazepan C(C)N1CCC(CCC1)F